4-[2-(2,5-dioxopyrrol-1-yl)acetamido]butanoic acid O=C1N(C(C=C1)=O)CC(=O)NCCCC(=O)O